4-benzyl-2,2-difluoro-3,4-dihydronaphthalen-1(2H)-one C(C1=CC=CC=C1)C1CC(C(C2=CC=CC=C12)=O)(F)F